FC(C1=CC=C(CSC2=NN=C3N2C(=CC(N3)=O)CCC)C=C1)F 3-{[4-(difluoromethyl)benzyl]sulfanyl}-5-propyl[1,2,4]triazolo[4,3-a]pyrimidin-7(8H)-one